1H-1,2,3-triazol-4-yl-pentanamide N1N=NC(=C1)C(C(=O)N)CCC